CC=1CC2=CC=CC(=C2C1)C1=CC=CC=C1 2-methyl-4-phenyl-1H-inden